5-(3-(3-(6-azaspiro[3.4]octan-6-yl)-1H-pyrazol-5-yl)-2-fluoro-6-hydroxyphenyl)-1,2,5-thiadiazolidin-3-one 1,1-dioxide C1CCC12CN(CC2)C2=NNC(=C2)C=2C(=C(C(=CC2)O)N2CC(NS2(=O)=O)=O)F